CC1=CN(C(=O)NC1=O)[C@H]2C[C@@H]([C@H](O2)CO)O β-Thymidine